(trans-4-(2-hydroxypropan-2-yl)cyclohexyl)-2-(3-methylimidazo[1,5-a]pyridin-1-yl)pyrimidine-5-carboxamide OC(C)(C)[C@@H]1CC[C@H](CC1)C1=NC(=NC=C1C(=O)N)C=1N=C(N2C1C=CC=C2)C